COC=1C=C(C=CC1OC)NC=1N=CC2=C(N1)C(=CS2)C=2C(=NC(=CC2)OC)OC N-(3,4-dimethoxyphenyl)-7-(2,6-dimethoxypyridin-3-yl)thieno[3,2-d]pyrimidin-2-amine